2-chloro-4,4,4-trifluoro-3-oxobutanoic acid ethyl ester C(C)OC(C(C(C(F)(F)F)=O)Cl)=O